C(C)C1=CC=C(C=C1)C#CC1=C(C=C(C=C1)C1=NOC(=N1)[C@H]1N(CCC1)C(=O)OC(C)(C)C)C(F)(F)F tert-butyl (S)-2-(3-(4-((4-ethylphenyl)ethynyl)-3-(trifluoromethyl)phenyl)-1,2,4-oxadiazol-5-yl)pyrrolidine-1-carboxylate